P-METHYLANISOLE CC1=CC=C(C=C1)OC